4-((4-methoxyphenyl)sulfonyl)-2-((methylthio)methyl)-5-(naphthalen-2-yl)-2,3-dihydrofuran COC1=CC=C(C=C1)S(=O)(=O)C=1CC(OC1C1=CC2=CC=CC=C2C=C1)CSC